(4-(6-(1H-benzo[d]imidazol-2-yl)pyridinyl)piperazin-1-yl)(quinolin-3-yl)methanone N1C(=NC2=C1C=CC=C2)C2=CC=CC(=N2)N2CCN(CC2)C(=O)C=2C=NC1=CC=CC=C1C2